2-((S)-1-propenoyl-4-((S)-2'-(((S)-1,2-dimethylpyrrolidin-2-yl)methoxy)-2-fluoro-3-methyl-5',8'-dihydro-6'H-spiro[inden-1,7'-quinazolin]-4'-yl)piperazin-2-yl)acetonitrile C(C=C)(=O)N1[C@H](CN(CC1)C1=NC(=NC=2C[C@]3(CCC12)C(=C(C1=CC=CC=C13)C)F)OC[C@]1(N(CCC1)C)C)CC#N